OCC1=CC=C(C=C1)NC(=O)O[C@@H]1[C@H](CCCC1)SSCCC(NCCOCCOCCOCCOCCOCCC(=O)OCC=C)=O allyl 1-(((1S,2S)-2-(((4-(hydroxymethyl)phenyl)carbamoyl)oxy)cyclohexyl)disulfaneyl)-3-oxo-7,10,13,16,19-pentaoxa-4-azadocosan-22-oate